O1C(CCCC1)N1N=C(C=C1)C=1CCN(CC1)C(=O)OCC1=CC=CC=C1 benzyl 4-(1-(tetrahydro-2H-pyran-2-yl)-1H-pyrazol-3-yl)-3,6-dihydropyridine-1(2H)-carboxylate